C(C1CO1)N(CC=C)CCCCCCCCCCCC N-glycidyl-N-dodecyl-N-allylamine